3-(4-(((S)-7-chloro-2,3-dihydrobenzo[b][1,4]dioxin-2-yl)methoxy)phenyl)-3-(oxazol-5-yl)propionic acid ClC=1C=CC2=C(O[C@H](CO2)COC2=CC=C(C=C2)C(CC(=O)O)C2=CN=CO2)C1